2-chloro-N-(6-ethyl-5-((E)-2-(2-(((1r,4r)-4-(methylamino)cyclohexyl)amino)pyrimidin-5-yl)vinyl)pyridin-2-yl)benzenesulfonamide ClC1=C(C=CC=C1)S(=O)(=O)NC1=NC(=C(C=C1)\C=C\C=1C=NC(=NC1)NC1CCC(CC1)NC)CC